ClC1=NC(=CC=C1)B1OC(C(O1)(C)C)(C)C 2-chloro-6-(4,4,5,5-tetramethyl-1,3,2-dioxaborolan-2-yl)pyridine